3-(5,5'-difluoro-4,6'-dimethyl-[3,4'-bipyridin]-2'-yl)-5-(5-fluoropyridin-2-yl)-1,2,4-oxadiazole FC=1C(=C(C=NC1)C1=CC(=NC(=C1F)C)C1=NOC(=N1)C1=NC=C(C=C1)F)C